6-(2-chlorophenyl)-2-{[4-(piperidin-1-yl)phenyl]amino}imidazo[1,2-a]pyrimido[5,4-e]pyrimidin-5(6H)-one ClC1=C(C=CC=C1)N1C=2N(C3=C(C1=O)C=NC(=N3)NC3=CC=C(C=C3)N3CCCCC3)C=CN2